C(C(C)C)[C@@H]1N2[C@@H](CC3=C1NC=1C=C(C=CC31)OC)C(N[C@H](C2=O)CCC(=O)N2CCOCC2)=O (3S,6S,12aS)-6-isobutyl-9-methoxy-3-(3-morpholino-3-oxopropyl)-2,3,12,12a-tetrahydropyrazino[1',2':1,6]pyrido[3,4-b]indole-1,4(6H,7H)-dione